(2-(3-methylphenyl)pyridinyl)iridium (III) CC=1C=C(C=CC1)C1=NC=CC=C1[Ir+2]